C(=O)(OCC1=CC=CC=C1)N[C@@H](CC(=O)O)C(=O)O cbz-L-aspartic acid